N-(3-(5-(4-chloro-phenyl)-1H-pyrrolo[2,3-b]-pyridine-3-carbonyl)-2,6-difluorophenyl)-methanesulfonamide ClC1=CC=C(C=C1)C=1C=C2C(=NC1)NC=C2C(=O)C=2C(=C(C(=CC2)F)NS(=O)(=O)C)F